(S)-N-(1-(4-Bromophenyl)-2,2,2-trifluoroethyl)-N-methylmorpholine-4-carboxamide BrC1=CC=C(C=C1)[C@@H](C(F)(F)F)N(C(=O)N1CCOCC1)C